C(C)(C)(C)OC(N[C@@H]1C(N(C2=C(OC1)C=CC(=C2)O[C@H]2CN(CC2)C)C)=O)=O ((S)-5-methyl-7-(((R)-1-methylpyrrolidin-3-yl)oxy)-4-oxo-2,3,4,5-tetrahydrobenzo[b][1,4]oxazepin-3-yl)carbamic acid tert-butyl ester